(S)-6,7-dichloro-2-(5-(1-fluoro-2-methoxyethyl)-4H-1,2,4-triazol-3-yl)-3-(1H-pyrazol-4-yl)-1H-indole ClC1=CC=C2C(=C(NC2=C1Cl)C1=NN=C(N1)[C@@H](COC)F)C=1C=NNC1